NC=1C2=C(N=CN1)N(C(=C2C2=CC=C(C(=O)NCCF)C=C2)C2=CC=C(C=C2)NC(C(=C)C)=O)C 4-(4-amino-6-(4-methacrylamido-phenyl)-7-methyl-7H-pyrrolo[2,3-d]pyrimidin-5-yl)-N-(2-fluoroethyl)benzamide